C(=O)C=1N=C(SC1)C(CCCNS(=O)(=O)C1=CC=C(C=C1)OC)C N-(4-(4-formylthiazol-2-yl)pentyl)-4-methoxybenzenesulfonamide